COC1=CC=C(C=N1)NC(=O)C1CC1 N-(6-methoxy-3-pyridinyl)-cyclopropanecarboxamide